5-(5-((R)-1-(3,5-dimethylpyridazin-4-yl)ethoxy)-1H-indazol-3-yl)-2-((R)-2-(hydroxymethyl)pyrrolidin-1-yl)nicotinonitrile CC=1N=NC=C(C1[C@@H](C)OC=1C=C2C(=NNC2=CC1)C=1C=NC(=C(C#N)C1)N1[C@H](CCC1)CO)C